[K].BrC1=CC(=C(C(=O)NCC2=CC=C(C=C2)S(NC=2C=CC(=C3C(=CNC23)C#N)C)(=O)=O)C=C1)C#N 4-bromo-2-cyano-N-({4-[(3-cyano-4-methyl-1H-indol-7-yl)sulfamoyl]phenyl}methyl)benzamide Potassium